methyl (2-((2-(4-(4-oxo-3,5,7,8-tetrahydro-4H-thiopyrano[4,3-d]pyrimidin-2-yl)phenyl)propan-2-yl)oxy)ethyl)carbamate O=C1C2=C(N=C(N1)C1=CC=C(C=C1)C(C)(C)OCCNC(OC)=O)CCSC2